tert-butyl N-[4-({2-[2-(3-chloro-4-methoxyphenyl)ethyl]-7-(3,5-dimethyl-1,2-oxazol-4-yl)imidazo[1,2-a]pyridin-3-yl}amino)cyclohexyl]carbamate ClC=1C=C(C=CC1OC)CCC=1N=C2N(C=CC(=C2)C=2C(=NOC2C)C)C1NC1CCC(CC1)NC(OC(C)(C)C)=O